COC1=CC(=C(C(=C1)O)C(=O)CCC2=CC=CC=C2)O The molecule is a member of the class of dihydrochalcones that is dihydrochalcone substituted by hydroxy groups at positions 2' and 6' and a methoxy group at position 4' respectively. It has a role as an antiplasmodial drug and a radical scavenger. It is a member of dihydrochalcones, a polyphenol and a monomethoxybenzene. It derives from a dihydrochalcone.